tert-butyl N-{[5-(2-fluorophenyl)-1-{3-[N-(3-methoxypropyl) methanesulfonamido] benzenesulfonyl}-1H-pyrrol-3-yl] methyl}-N-methylcarbamate FC1=C(C=CC=C1)C1=CC(=CN1S(=O)(=O)C1=CC(=CC=C1)N(S(=O)(=O)C)CCCOC)CN(C(OC(C)(C)C)=O)C